FC(C(=O)O)(F)F.CC1=C(OCCCN)C=C(C(=C1)C)[N+](=O)[O-] 3-(2,4-dimethyl-5-nitrophenoxy)propane-1-amine trifluoroacetate salt